5-Methyl-2-(1-methyl-1H-imidazol-2-yl)-6-(1-methyl-1H-pyrazol-3-yl)-N-(5-morpholinopyridin-2-yl)pyrrolo[2,1-f][1,2,4]triazin-4-amine CC=1C(=CN2N=C(N=C(C21)NC2=NC=C(C=C2)N2CCOCC2)C=2N(C=CN2)C)C2=NN(C=C2)C